O=C(NCCOCCOCCOC(=O)C1=CC=C(C(=O)O)C=C1)CCCCC1SC[C@@H]2NC(N[C@@H]21)=O 4-(12-oxo-16-((3aS,6aR)-2-oxohexahydro-1H-thieno[3,4-d]imidazol-4-yl)-2,5,8-trioxa-11-azahexadecanoyl)benzoic acid